ClC1=CC=C(N=N1)N1[C@@H](COCC1)CNC(OC(C)(C)C)=O tert-butyl N-[[(3R)-4-(6-chloropyridazin-3-yl)morpholin-3-yl]methyl]carbamate